CN1N=CC2=CC(=CC=C12)C(=O)NC1=CC(=CC=C1)CNC1=NC=C(C2=C1CCO2)C2=CC=NC=C2 1-methyl-N-(3-(((7-(pyridin-4-yl)-2,3-dihydrofuro[3,2-c]pyridin-4-yl)amino)methyl)phenyl)-1H-indazole-5-carboxamide